BrC=1C=C(C=C2CCC(C12)C)F 7-bromo-5-fluoro-1-methyl-2,3-dihydro-1H-indene